(+)-1-{[2-oxo-4-(2,3,4-trifluorophenyl)-1-pyrrolidinyl]methyl}-1H-imidazole-4-carbonitrile O=C1N(CC(C1)C1=C(C(=C(C=C1)F)F)F)CN1C=NC(=C1)C#N